FC1=C(C=CC(=C1C(=O)C1=CNC2=NC=C(C=C21)C)F)N2CCOCC2 N-[2,4-difluoro-3-(5-methyl-1H-pyrrolo[2,3-b]pyridine-3-carbonyl)phenyl]morpholine